tert-butyl ((R)-1-(4-benzylpiperazin-1-yl)-3-(4-((S)-2-(4,4-difluorocyclohexyl)-2-(1-methyl-1H-pyrazole-5-carboxamido)acetamido)phenyl)-1-oxopropan-2-yl)carbamate C(C1=CC=CC=C1)N1CCN(CC1)C([C@@H](CC1=CC=C(C=C1)NC([C@@H](NC(=O)C1=CC=NN1C)C1CCC(CC1)(F)F)=O)NC(OC(C)(C)C)=O)=O